P(=O)(O[SiH3])(O[SiH3])O[SiH3] tris-silyl phosphate